FC1=C(C(=O)N[C@H](C(=O)O)CC=2C=NC(=CC2)N2C(N(C3=C(C2=O)COCC3)C)=O)C(=CC(=C1)N1[C@H](COCC1)C(F)(F)F)C (S)-2-(2-fluoro-6-methyl-4-((R)-3-(trifluoromethyl)morpholino)benzamido)-3-(6-(1-methyl-2,4-dioxo-1,5,7,8-tetrahydro-2H-pyrano[4,3-d]pyrimidin-3(4H)-yl)pyridin-3-yl)propanoic acid